(S)-2,2,3,3,10,10,11,11-octamethyl-4,9-dioxa-3,10-disiladodecan-6-ol CC(C)([Si](OC[C@H](CCO[Si](C(C)(C)C)(C)C)O)(C)C)C